methyl (1r,4R)-4-(3-chloro-2-methylanilino)-6'-{(2R)-3-[(4-methoxyphenyl)methoxy]-2-methylpropyl}-6',7'-dihydro-2'H-spiro[cyclohexane-1,5'-indeno[5,6-d][1,3]dioxole]-4-carboxylate ClC=1C(=C(NC2(CCC3(C(CC4=CC=5OCOC5C=C34)C[C@H](COCC3=CC=C(C=C3)OC)C)CC2)C(=O)OC)C=CC1)C